2-chloro-5-(trifluoromethyl)nicotinoylAmine ClC1=C(C(=O)N)C=C(C=N1)C(F)(F)F